C(C)(C)(C)OC(=O)N1CCN(CC1)CCOC1=CC(=C(C=C1)/C=N/C=1C(=NC=NC1OC1(CC1)C)NCC1=CC(=CC=C1)Cl)Cl.O1C=NC=N1 1,3,5-oxadiazole tert-butyl-(E)-4-(2-(3-chloro-4-(((4-((3-chlorobenzyl)amino)-6-(1-methylcyclopropoxy)pyrimidin-5-yl)imino)methyl)phenoxy)ethyl)piperazine-1-carboxylate